ClC1=CC=C(C=C1)C(C(=O)N[C@H](C(=O)N[C@H](CCC(=O)OCC)C(=O)OCC)CC1=CC(=C(C=C1)O)F)(C)C Diethyl ((S)-2-(2-(4-chlorophenyl)-2-methylpropanamido)-3-(3-fluoro-4-hydroxyphenyl)propanoyl)-D-glutamate